2-chloro-4-(5-fluorobenzothiazol-2-yl)aniline ClC1=C(N)C=CC(=C1)C=1SC2=C(N1)C=C(C=C2)F